2-(1-(5-Chloro-2-((6-methoxy-2-methyl-1,2,3,4-tetrahydroisoquinolin-7-yl)amino)pyrimidin-4-yl)-1H-indol-3-yl)-N-(cyanomethyl)acetamide (R)-3-methyl-2-oxoindolin-3-yl-acetate C[C@@]1(C(NC2=CC=CC=C12)=O)CC(=O)O.ClC=1C(=NC(=NC1)NC1=C(C=C2CCN(CC2=C1)C)OC)N1C=C(C2=CC=CC=C12)CC(=O)NCC#N